O=C1NC(CCC1C1=C(OC2=C1C=C(C=C2)C#CCNC(C2=NC=C(C=C2)C=2N=CC1=C(C=CC=C1C2)C2=CC1=C(N(C(N1C)=O)C)C(=C2)C(C)C)=O)F)=O N-(3-(3-(2,6-dioxo-piperidin-3-yl)-2-fluorobenzofuran-5-yl)prop-2-yn-1-yl)-5-(8-(7-isopropyl-1,3-dimethyl-2-oxo-2,3-dihydro-1H-benzo[d]imidazol-5-yl)isoquinolin-3-yl)picolinamide